bis(4-mercapto methylphenyl) ether SCC1=CC=C(C=C1)OC1=CC=C(C=C1)CS